FC=1C=CC(=C2C=CC=NC12)C1=NNC2=NC(=CN=C21)N2CC1C(C1CC2)(C=2SC=C(N2)C)CN (3-(3-(8-fluoroquinolin-5-yl)-1H-pyrazolo[3,4-b]pyrazin-6-yl)-7-(4-methylthiazol-2-yl)-3-azabicyclo[4.1.0]heptan-7-yl)methanamine